C(C=C)NC1=NC(=NC=C1CNC1=C(C=CC=C1C)C)Cl Allyl-{2-chloro-5-[(2,6-dimethyl-phenylamino)-methyl]-pyrimidin-4-yl}-amine